2-quinolinyl-5-phenyl-thiophene N1=C(C=CC2=CC=CC=C12)C=1SC(=CC1)C1=CC=CC=C1